C(C)(C)(C)C1=CC(=C(C=C1C)OS(=O)(=O)C(F)(F)F)C (4-tert-butyl-2,5-dimethyl-phenyl)trifluoromethanesulfonate